2-((3-(octan-2-yl)-1,2,4-oxadiazol-5-yl)methyl)acrylic acid CC(CCCCCC)C1=NOC(=N1)CC(C(=O)O)=C